ClC1=CC=2OCC[C@@H]3N(C2N=C1)CCNC3 (S)-3-chloro-6,7,7a,8,10,11-hexahydro-9H-pyrazino[1,2-d]pyrido[3,2-b][1,4]oxazepin